BrC=1C(=NNC1C)C(F)(F)F 4-bromo-5-methyl-3-(trifluoromethyl)-1H-pyrazole